ClC=1C=C(C=CC1Cl)CNC=1NC(C2=C(N1)C=NN2CCC(=O)O)=O 3-[5-[(3,4-dichlorophenyl)methylamino]-7-oxo-6H-pyrazolo[4,3-d]pyrimidin-1-yl]propanoic acid